N1=CC(=CC=C1)C1=NC(=NC=C1)NC1=CC2=C(C(=CC(O2)=O)CN2CCOCC2)C=C1 7-{[4-(pyridin-3-yl)pyrimidin-2-yl]amino}-4-(morpholin-4-ylmethyl)-2H-benzopyran-2-one